(4,5-dimethylthiazol-2-yl)(p-tolyl)methyl-7-(diethylamino)-2-oxo-2H-chromene-3-carboxylic acid methyl ester COC(=O)C=1C(OC2=CC(=CC(=C2C1CC1=CC=C(C=C1)C)C=1SC(=C(N1)C)C)N(CC)CC)=O